OC=1C=C(C=C2C=CC=NC12)C1=CC=C(C(=O)NCCC)C=C1 4-(8-hydroxyquinolin-6-yl)-N-propylbenzamide